ClC1=C(C=C(C=C1)C(CO)(C)NC1=NC2=C(N1)C=CC=C2CNC2=NOC=C2)F (+)-2-(4-chloro-3-fluorophenyl)-2-[(4-{[(1,2-oxazol-3-yl)amino]methyl}-1H-1,3-benzodiazol-2-yl)amino]propan-1-ol